COC1=CC=C(C=C1)C1(CC1)NC(=O)C=1C=2C[C@H]3[C@@H](C2N(N1)C1=C(C=C(C=C1)F)F)C3 (1aS,5aS)-2-(2,4-Difluoro-phenyl)-1a,2,5,5a-tetrahydro-1H-2,3-diaza-cyclopropa[a]pentalene-4-carboxylic acid [1-(4-methoxy-phenyl)-cyclopropyl]-amide